N-(5-cyano-6-(difluoromethoxy)pyridin-3-yl)-2-fluoro-2',3',5',6,6',7-hexahydrospiro[cyclopenta[e]pyrazolo[1,5-a]pyrimidine-8,4'-pyran]-6-carboxamide C(#N)C=1C=C(C=NC1OC(F)F)NC(=O)C1CC2(CCOCC2)C2=C1C=NC=1N2N=C(C1)F